ClC1=C(C(=CC(=C1)C=1C2=C(C(N(C1)C)=O)NN=C2)OC)CN2CCC(CC2)C2CCN(CC2)C2=C(C=C(NC1C(NC(CC1)=O)=O)C=C2)F 3-[4-[4-[1-[[2-chloro-6-methoxy-4-(6-methyl-7-oxo-1H-pyrazolo[3,4-c]pyridin-4-yl)phenyl]methyl]-4-piperidyl]-1-piperidyl]-3-fluoro-anilino]piperidine-2,6-dione